3-[2-(difluoromethoxy)-4-fluoro-phenyl]-4,5-dimethyl-5-(trifluoromethyl)tetrahydrofuran-2-carboxamid FC(OC1=C(C=CC(=C1)F)C1C(OC(C1C)(C(F)(F)F)C)C(=O)N)F